3-bromo-1-chloro-2-trifluoromethoxy-4,5-xylene BrC=1C(=C(C=C(C1C)C)Cl)OC(F)(F)F